1,4-Dibromo-2,3,5,6-tetramethylbenzene BrC1=C(C(=C(C(=C1C)C)Br)C)C